C(C)(C)(C)N(C([O-])=O)CC1N(CC(C2=C1SC=C2)(F)F)C(CBr)=O.C([O-])(O)=O.[Ca+2] calcium carbonate tert-butyl-((6-(2-bromoacetyl)-4,4-difluoro-4,5,6,7-tetrahydrothieno[2,3-c]pyridin-7-yl)methyl)carbamate